CC=1SC2=C(C1C(=O)N)C=CC=C2 2-methyl-1-benzothiophene-3-carboxamide